The molecule is a seco-androstane that is 9,10-secoandrostane which is substituted by oxo groups at positions 9 and 17 and in which the A-ring is aromatic and bears hydroxy groups at positions 3 and 4. CC1=C(C(=C(C=C1)O)O)CC[C@H]2[C@@H]3CCC(=O)[C@]3(CCC2=O)C